O=C(\C=C(\CC1=C(C=C(C(=C1)F)F)F)/N)N1CC=2N(CC1)C(=NN2)C(F)(F)F (2Z)-4-oxo-4-[3-(trifluoromethyl)-5,6-dihydro-[1,2,4]triazolo[4,3-a]pyrazin-7(8H)-yl]-1-(2,4,5-trifluorophenyl)but-2-en-2-amine